4-{1-[cyclohexyl-(3-formylamino-phenylcarbamoyl)-methyl]-1H-benzimidazol-2-yl}-benzoic acid methyl ester hydrogen chloride Cl.COC(C1=CC=C(C=C1)C1=NC2=C(N1C(C(NC1=CC(=CC=C1)NC=O)=O)C1CCCCC1)C=CC=C2)=O